N-(1-methoxypropan-2-yl)-1-(2-methylbiphenyl-3-yl)piperidin-4-amine COCC(C)NC1CCN(CC1)C=1C(=C(C=CC1)C1=CC=CC=C1)C